4-(5-fluoro-2-thienyl)-2-nitro-aniline FC1=CC=C(S1)C1=CC(=C(N)C=C1)[N+](=O)[O-]